C(C=C)N1N(C2=NC(=NC=C2C1=O)N1CCN(CC1)C(=O)C=1C=C(C=CC1F)CC1=NNC(C2=CC=CC=C12)=O)C1=NC(=CC=C1)C(C)(C)O 4-[[3-[4-[2-allyl-1-[6-(1-hydroxy-1-methyl-ethyl)-2-pyridyl]-3-oxo-pyrazolo[3,4-d]pyrimidin-6-yl]piperazine-1-carbonyl]-4-fluoro-phenyl]methyl]-2H-phthalazin-1-one